((3S,4R)-4-amino-3-fluoropiperidin-1-yl)(3,4-dichloro-5-fluoro-1H-indol-2-yl)methanone N[C@H]1[C@H](CN(CC1)C(=O)C=1NC2=CC=C(C(=C2C1Cl)Cl)F)F